(S)-2-(3-(2-(dimethylamino)ethyl)-6-oxopyridazin-1(6H)-yl)-4-Methylpentanoic acid CN(CCC1=NN(C(C=C1)=O)[C@H](C(=O)O)CC(C)C)C